C(C)(=O)N(C1=CC=C(C=C1)C1=CC=C(C=N1)C(=O)NCC=1C(=NC=CC1)C)CC(F)F 6-[4-[acetyl(2,2-difluoroethyl)amino]phenyl]-N-[(2-methyl-3-pyridyl)methyl]pyridine-3-carboxamide